BrC=1C=C2C=C(C(=C(N2C1)C(C)N1CCC(CC1)OC)C)C(=O)O 2-bromo-6-methyl-5-(1-(4-methoxypiperidin-1-yl)ethyl)indolizine-7-carboxylic acid